N-(cyclopropylmethyl)-2-methoxy-4-(trifluoromethyl)benzothioamide C1(CC1)CNC(C1=C(C=C(C=C1)C(F)(F)F)OC)=S